BrC=1C=C(C2=C(N(N=N2)C2OCCCC2)C1)OC[C@@H]1CN(CC1)C(=O)OC(C)(C)C tert-butyl (3S)-3-(((6-bromo-1-(tetrahydro-2H-pyran-2-yl)-1H-benzo[d][1,2,3]triazol-4-yl)oxy)methyl)pyrrolidine-1-carboxylate